(8R)-N-[(1R,5S)-3-(6-methylpyrimidin-4-yl)-3-azabicyclo[3.2.1]oct-8-yl]-8-(2,3,4-trifluorophenyl)-6,8-dihydro-5H-[1,2,4]triazolo[5,1-c][1,4]oxazin-2-amine CC1=CC(=NC=N1)N1C[C@H]2CC[C@@H](C1)C2NC2=NN1C([C@H](OCC1)C1=C(C(=C(C=C1)F)F)F)=N2